N-(3-chloro-5-nitrophenyl)-4-(pyridin-3-yl)thiophene-2-carboxamide ClC=1C=C(C=C(C1)[N+](=O)[O-])NC(=O)C=1SC=C(C1)C=1C=NC=CC1